5-(butylamino)-N-(5-nitrothiazol-2-yl)-[1,1'-biphenyl]-2-carboxamide C(CCC)NC1=CC=C(C(=C1)C1=CC=CC=C1)C(=O)NC=1SC(=CN1)[N+](=O)[O-]